(2S)-2-({5-[(1S)-1-[(5-chloro-2-methylpyridin-3-yl)amino]ethyl]thiophen-2-yl}formamido)-3-cyclopentyl-N-(oxetan-3-yl)propanamide ClC=1C=C(C(=NC1)C)N[C@@H](C)C1=CC=C(S1)C(=O)N[C@H](C(=O)NC1COC1)CC1CCCC1